5-(3-amino-1-((2-(trimethylsilyl)ethoxy)methyl)-1H-pyrazol-4-yl)-6-fluoro-N-(3-methoxybenzyl)indoline-1-carboxamide methyl-5-(3-hydroxybicyclo[3.2.0]heptan-6-yl)-2-methoxybenzoate COC(C1=C(C=CC(=C1)C1C2CC(CC2C1)O)OC)=O.NC1=NN(C=C1C=1C=C2CCN(C2=CC1F)C(=O)NCC1=CC(=CC=C1)OC)COCC[Si](C)(C)C